tert-Butyl (2-((Benzo[d][1,3]dioxol-5-ylmethyl)amino)-2-oxoethyl)(methyl)carbamate O1COC2=C1C=CC(=C2)CNC(CN(C(OC(C)(C)C)=O)C)=O